ClCCOC1=C(CNC(=O)[C@H]2N(C[C@@H](C2)O)C([C@H](C(C)(C)C)NC(=O)C2(CC2)F)=O)C=CC(=C1)C1=C(N=CS1)C (2S,4r)-N-(2-(2-chloroethoxy)-4-(4-methylthiazol-5-yl)benzyl)-1-((S)-2-(1-fluorocyclopropane-1-carboxamido)-3,3-dimethylbutyryl)-4-hydroxypyrrolidine-2-carboxamide